CC(=CCC/C(=C/CC/C(=C/COP(=O)(O)OP(=O)(O)O)/C)/C)C The molecule is the trans,trans-stereoisomer of farnesyl diphosphate. It has a role as an Escherichia coli metabolite and a mouse metabolite. It is a conjugate acid of a 2-trans,6-trans-farnesyl diphosphate(3-).